N-(2-aminophenyl)-4-[N-(pyridin-3-yl)methoxycarbonylamino-methyl]-benzamide NC1=C(C=CC=C1)NC(C1=CC=C(C=C1)CNC(=O)OCC=1C=NC=CC1)=O